N-(4-(Naphthalen-2-yl)thiazol-2-yl)-2-((4-oxo-3-phenethyl-3,4-dihydropteridin-2-yl)thio)acetamide C1=C(C=CC2=CC=CC=C12)C=1N=C(SC1)NC(CSC1=NC2=NC=CN=C2C(N1CCC1=CC=CC=C1)=O)=O